COC1=C(C=CC(=C1)S(=O)(=O)C)NC=1N=C(C2=C(N1)NC=C2C(F)(F)F)NCCC N2-(2-methoxy-4-(methylsulfonyl)phenyl)-N4-propyl-5-(trifluoromethyl)-7H-pyrrolo[2,3-d]pyrimidine-2,4-diamine